ClC1=CC=C(C=N1)C1=NN(C2=CN=C(C=C21)C2=C(C=C(CN(C(OC(C)(C)C)=O)C)C=C2F)F)COCC[Si](C)(C)C tert-butyl (4-(3-(6-chloropyridin-3-yl)-1-((2-(trimethylsilyl)ethoxy)methyl)-1H-pyrazolo[3,4-c]pyridin-5-yl)-3,5-difluorobenzyl)(methyl)carbamate